N-(3,5-bis(trifluoromethyl)phenyl)-5-(indolin-1-ylsulfonyl)-2-methoxybenzamide FC(C=1C=C(C=C(C1)C(F)(F)F)NC(C1=C(C=CC(=C1)S(=O)(=O)N1CCC2=CC=CC=C12)OC)=O)(F)F